ClC1=C(C=C(C=C1)NC(C1=C(C=CC=C1)OC[C@@H]1S(CCC1)(=O)=O)=O)C(F)(F)F (R)-N-(4-chloro-3-(trifluoromethyl)phenyl)-2-((1,1-dioxidotetrahydrothiophen-2-yl)methoxy)benzamide